1-((1r,3r)-3-((tert-butyldimethylsilyl)oxy)cyclobutyl)-pyrrolidin-2-one [Si](C)(C)(C(C)(C)C)OC1CC(C1)N1C(CCC1)=O